C(C)(C)C1=C(NC2=CC=C(C=C12)C1CCN(CC1)CCS(=O)(=O)C)C=1C(=C(C=2N(C1)N=NN2)C)C 6-(3-isopropyl-5-(1-(2-(methylsulfonyl)ethyl)piperidin-4-yl)-1H-indol-2-yl)-7,8-dimethyltetrazolo[1,5-a]pyridine